ClC1=CC2=C(C=N1)C(=NN2C2OCCCC2)N2CC1CCC(C2)N1C(=O)OC(C)(C)C tert-butyl 3-(6-chloro-1-(tetrahydro-2H-pyran-2-yl)-1H-pyrazolo[4,3-c]pyridin-3-yl)-3,8-diazabicyclo[3.2.1]octane-8-carboxylate